COC([C@H](CN(CC1=CC=CC=C1)CC1=CC=CC=C1)F)=O.BrC=1C=C2C(=CC1)C(N(CC21CC1)CC(=O)NC1=NC=C(C=N1)C1C(C1)(F)F)=O 2-(6-bromo-1-oxospiro[3H-isoquinoline-4,1'-cyclopropane]-2-yl)-N-[5-(2,2-difluorocyclopropyl)pyrimidin-2-yl]acetamide Methyl-(S)-3-(dibenzylamino)-2-fluoropropionate